1-(3-(6-chloro-5-methoxy-3-(1H-pyrazol-4-yl)-1H-pyrrolo[3,2-b]pyridin-2-yl)-1H-1,2,4-triazol-5-yl)ethan-1-one tert-Butyl-((1R,3S)-3-(4-nitro-1H-indazol-1-yl)cyclohexyl)carbamate C(C)(C)(C)N(C(O)=O)[C@H]1C[C@H](CCC1)N1N=CC2=C(C=CC=C12)[N+](=O)[O-].ClC=1C=C2C(=NC1OC)C(=C(N2)C2=NNC(=N2)C(C)=O)C=2C=NNC2